3-(4-chloro-6-methylpyrimidin-2-yl)-6-(trifluoromethyl)imidazo[1,2-a]pyrazine ClC1=NC(=NC(=C1)C)C1=CN=C2N1C=C(N=C2)C(F)(F)F